C(C)C1=NC=2C(=CC=C(C2N=C1CC)C#N)N1C[C@@]2(C[C@@]2(C1)C(F)(F)F)C=1OC(=NN1)C1CCN(CC1)C 2,3-diethyl-8-((1S,5R)-1-(5-(1-methylpiperidin-4-yl)-1,3,4-oxadiazol-2-yl)-5-(trifluoromethyl)-3-azabicyclo[3.1.0]hexan-3-yl)quinoxaline-5-carbonitrile